C1(CC1)C([C@@H](C(=O)NC1=NC(=C(C=C1)C=1C(=NNC1C)C)F)NC(=O)C=1N(N=CC1)CCS(=O)(=O)C)C1CC1 N-[(1S)-1-(dicyclopropylmethyl)-2-[[5-(3,5-dimethyl-1H-pyrazol-4-yl)-6-fluoro-2-pyridyl]amino]-2-oxo-ethyl]-2-(2-methylsulfonylethyl)pyrazole-3-carboxamide